3-amino-N-propylpropanamide NCCC(=O)NCCC